C1(=CC=CC=C1)C#CC(C1=CC=CC=C1)C(=O)C(C#CC1=CC=CC=C1)C1=CC=CC=C1 1,3-diphenyl-propynyl ketone